S(=O)(=O)([O-])[O-].[NH4+].C1(=CC=CC=C1)OC1=C(C=CC=C1)CCCCCCCCC.[NH4+] nonylphenyl phenyl ether ammonium sulfate